(S)-1-(4-(6,8-difluoro-2-((tetrahydro-1H-pyrrolizin-7a(5H)-yl)methoxy)-7-(5,6,7,8-tetrahydronaphthalen-1-yl)quinazolin-4-yl)-3-methylpiperazin-1-yl)prop-2-en-1-one FC=1C=C2C(=NC(=NC2=C(C1C1=CC=CC=2CCCCC12)F)OCC12CCCN2CCC1)N1[C@H](CN(CC1)C(C=C)=O)C